NC1=NC(=CC=C1C=O)C1=C(C=C(C=C1C)C)OC 2-amino-6-(2-methoxy-4,6-dimethyl-phenyl)pyridine-3-carbaldehyde